(6S,9R)-N-(3,4-dichlorophenyl)-4-fluoro-6,7,8,9-tetrahydro-5H-6,9-epiminocyclohepta[c]-pyridine-10-carboxamide ClC=1C=C(C=CC1Cl)NC(=O)N1[C@@H]2CC3=C(C=NC=C3F)[C@H]1CC2